(4-(7-(2-Aminoethyl)-8-(2-bromophenethyl)-2,6-dioxo-1-(prop-2-yn-1-yl)-1,2,6,7-tetrahydro-3H-purin-3-yl)butyl)phosphonic acid NCCN1C(=NC=2N(C(N(C(C12)=O)CC#C)=O)CCCCP(O)(O)=O)CCC1=C(C=CC=C1)Br